C(#CC)C(CNC(O)=O)CC.C(C1=CC=CC=C1)NC(C=1C(O)=CC=CC1)=O N-benzyl-salicylamide 2-propynyl-butylcarbamat